C(C)(C)(C)OC(=O)N1CC2N(C3=CC=CC=C3N(C2)C2=CC=C(C=C2)C(F)(F)F)CC1C(=O)O 3-(tert-butoxycarbonyl)-6-(4-(trifluoromethyl)phenyl)-2,3,4,4a,5,6-hexahydro-1H-pyrazino[1,2-a]quinoxaline-2-carboxylic acid